CN1CCC(CC1)NC(=O)C1=CC=C(C=C1)NC=1C=CC(=NC1)C1=CC=CC2=C1OC(CO2)C[NH-] (8-{5-[4-(1-methyl-piperidin-4-ylcarbamoyl)-phenylamino]-pyridin-2-yl}-2,3-dihydro-benzo[1,4]dioxin-2-ylmethyl)-amid